C12CCC(C3C4CCC(C13)C4)C2 decahydro-1,4:5,8-dimethanonaphthalene